C(C)C=1NC(=C(N1)C1=CC(=C(C=C1)F)C)C=1C=C2N=CC=NC2=CC1 6-(2-Ethyl-4-(4-fluoro-3-methylphenyl)-1H-imidazol-5-yl)quinoxaline